N-[2-[(5-bromo-2-chloro-pyrimidin-4-yl)amino]-2-methyl-propyl]carbamic acid tert-butyl ester C(C)(C)(C)OC(NCC(C)(C)NC1=NC(=NC=C1Br)Cl)=O